BrC1=NN(C(=C1)C(=O)NC=1C(=CC=2N(C1C(=O)NCCC(C)C)N=CC2)C)C2=NC=CC=C2Cl 6-(3-Bromo-1-(3-chloropyridin-2-yl)-1H-pyrazol-5-carboxamido)-N-isopentyl-5-methylpyrazolo[1,5-a]pyridin-7-carboxamid